4'-(3-chloro-5-fluoro-phenoxy)-1'-(trifluoromethylsulfanyl)spiro[1,3-dioxolane-2,7'-5,6-dihydrocyclopenta[c]pyridine] ClC=1C=C(OC=2C3=C(C(=NC2)SC(F)(F)F)C2(CC3)OCCO2)C=C(C1)F